2-(1-methylethyl)-1-hexanol CC(C)C(CO)CCCC